C(#N)C=1C=NN2C1C(=CC(=C2)OCC)C=2C=CC(=NC2)N2CCC(CC2)(C(=O)NC[C@H](C)O)C (S)-1-(5-(3-cyano-6-ethoxypyrazolo[1,5-a]pyridin-4-yl)pyridin-2-yl)-N-(2-hydroxypropyl)-4-methylpiperidine-4-carboxamide